4-acetoxy-3,5-di-tert-butyl-phenol C(C)(=O)OC1=C(C=C(C=C1C(C)(C)C)O)C(C)(C)C